6-[(1s,3r,4r)-3-amino-7-azabicyclo[2.2.1]heptan-7-yl]-3-(3,4-dichloro-2-methyl-indazol-5-yl)-5-methyl-1H-pyrazolo[3,4-d]pyrimidin-4-one N[C@@H]1C[C@@H]2CC[C@H]1N2C=2N(C(C1=C(N2)NN=C1C1=C(C2=C(N(N=C2C=C1)C)Cl)Cl)=O)C